tetramethyl-3,3'-dimethoxybenzidine CN(C1=C(C=C(C2=CC(=C(N(C)C)C=C2)OC)C=C1)OC)C